(S)-N-(4-(Piperidin-3-yl)-phenyl)-5-(2,2,2-trifluoroethoxy)-pyrazin-2-carboxamid N1C[C@@H](CCC1)C1=CC=C(C=C1)NC(=O)C1=NC=C(N=C1)OCC(F)(F)F